[Br-].C(CCCCC)C(CCCCCCCCCCCCCCCP)(CCCCCC)CCCCCC trihexyl-hexadecyl-phosphine bromide